7-(Bromomethyl-d2)-3-ethyl-1,5-naphthyridin-2(1H)-one BrC(C1=CN=C2C=C(C(NC2=C1)=O)CC)([2H])[2H]